CC([C@@H](C(=O)O)NS(=O)(=O)C=1C=CC2=C(SC3=C2C=CC(=C3)NC(=O)NC3=CC(=C(C(=C3)OC)OC)OC)C1)C (S)-3-methyl-2-(7-(3-(3,4,5-trimethoxyphenyl)ureido)dibenzo[b,d]thiophene-3-sulfonamido)butanoic acid